[Na].NC1=C(C(=NC(=C1F)C1=CC=C2C=CNC2=C1F)C(=O)O)Cl 4-amino-3-chloro-5-fluoro-6-(7-fluoro-indol-6-yl)pyridine-2-carboxylic acid sodium